1H-pyrrole-1-carboxylic acid N1(C=CC=C1)C(=O)O